N-[5-ethylsulfonyl-6-[3-methyl-6-(trifluoromethyl)imidazo[4,5-c]pyridin-2-yl]-3-pyridinyl]acetamide C(C)S(=O)(=O)C=1C=C(C=NC1C1=NC2=C(C=NC(=C2)C(F)(F)F)N1C)NC(C)=O